C1(CCC1)N1CC2(C1)CCN(CC2)C2=CC=C(C=C2)C2=CC1=C(C(=N2)C)N=C(N1C)C1=CC(=C(C=C1)OC)OC 6-(4-(2-cyclobutyl-2,7-diazaspiro[3.5]nonan-7-yl)phenyl)-2-(3,4-dimethoxyphenyl)-1,4-dimethyl-1H-imidazo[4,5-c]pyridine